N-methoxy-N-methyl-2-(6-morpholinylpyridin-3-yl)acetamide CON(C(CC=1C=NC(=CC1)N1CCOCC1)=O)C